O=N[C@@H](CC(C)C)C(=O)O oxoleucine